N-(3-(methylsulfonamido)phenyl)-4-(1H-pyrrol-1-yl)benzamide CS(=O)(=O)NC=1C=C(C=CC1)NC(C1=CC=C(C=C1)N1C=CC=C1)=O